C(C)(C)(C)OC(=O)N1C(CC1)CSCCC (propylsulfanylmethyl)azetidine-1-carboxylic acid tert-butyl ester